BrC1=C2C=C(C(NC2=CC(=C1)F)=O)C1=CC=C(C=C1)F 5-bromo-7-fluoro-3-(4-fluorophenyl)quinolin-2(1H)-one